FC(OC1=C(C(=O)NCC2=NNC(=N2)C2=C(C(=CC=C2)O)OC)C=CC=C1)F 2-(difluoromethoxy)-N-((5-(3-hydroxy-2-methoxyphenyl)-1H-1,2,4-triazol-3-yl)methyl)benzamide